CN1CCN(CC1)NC(CC)=O N-(4-methylpiperazin-1-yl)propanamide